C(C)O[C@H]1CC[C@H]([C@@H](C1)C1=CC=C(C(=O)O)C=C1)OC1=C2C=CNC2=C(C=C1OC)C 4-((1S,2R,5S)-5-ethoxy-2-((5-methoxy-7-methyl-1H-indol-4-yl)oxy)cyclohexyl)benzoic acid